[Si](C)(C)(C(C)(C)C)OCCCN1C(N(C=2N=CN(C2C1=O)CCC(C)C)C)=O 3-((tert-butyldimethylsilyl)oxy)propyl-7-isopentyl-3-methyl-1H-purine-2,6(3H,7H)-dione